2-(1-(3-chloro-4-methylphenyl)-1H-pyrazol-4-yl)-N-(3-cyclopropyl-1H-pyrazol-5-yl)propanamide ClC=1C=C(C=CC1C)N1N=CC(=C1)C(C(=O)NC1=CC(=NN1)C1CC1)C